3,6-Bis(methylsulfanyl)-1,2-dihydro-1,2,4,5-tetrazine CSC=1NNC(=NN1)SC